5,4'-dihydroxybibenzyl OC=1C=CC=C(C1)CCC1=CC=C(C=C1)O